C(C1=CC=CC=C1)OC1=CC=C2C(COC(C2=C1)C)=O 7-(benzyloxy)-1-methylisochroman-4-one